BrC1=C(C=O)C(=CC(=C1)C(F)(F)F)Cl 2-bromo-6-chloro-4-(trifluoromethyl)benzaldehyde